(S)-2-(4-hydroxyphenyl)-3-methylbutanoic acid OC1=CC=C(C=C1)[C@@H](C(=O)O)C(C)C